ClC1=CC=C(C=C1)[C@@]1(N(C(C2=CC(=CC(=C12)F)C(CC)(O)C1(CCNCC1)F)=O)CC1=NC=C(C=C1)Cl)O[C@@H]1CC(CC1)=O (3R)-3-(4-chlorophenyl)-2-[(5-chloropyridin-2-yl)methyl]-4-fluoro-6-[1-(4-fluoropiperidin-4-yl)-1-hydroxypropyl]-3-[(3S)-oxocyclopent-3-yloxy]-2,3-dihydro-1H-isoindol-1-one